(S)-4-phenyl-oxazolidinone C1(=CC=CC=C1)[C@@H]1NC(OC1)=O